4-(2-Aminopropan-2-yl)-N6-(2-(2-fluoropropan-2-yl)pyrimidin-4-yl)-N1-methyl-2,7-naphthyridine-1,6-diamine NC(C)(C)C1=CN=C(C2=CN=C(C=C12)NC1=NC(=NC=C1)C(C)(C)F)NC